N-(5-(1-acryloyl-4,4-difluoropiperidine-3-carboxamido)pyridin-2-yl)-6-(4-chloro-1H-pyrazol-5-yl)picolinamide C(C=C)(=O)N1CC(C(CC1)(F)F)C(=O)NC=1C=CC(=NC1)NC(C1=NC(=CC=C1)C1=C(C=NN1)Cl)=O